C(C)(C)(C)P(C1=CC=C(C=C1)OCC)C(C)(C)C Di-(tert-butyl)(4-ethoxyphenyl)phosphine